CN1C(C=CC=2N=CN=CC21)=O 5-methyl-6-oxo-5,6-dihydropyrido[3,2-d]pyrimidine